COC1=CC=C(C=N1)C1=CC=2C3=C(C=NC2C=C1)N(C(N3C3=CC(=C(C=C3)N3CCNCC3)C(F)(F)F)/C(=C/C(=O)O)/C(=O)O)C 8-(6-methoxypyridin-3-yl)-3-methyl-1-(4-(piperazin-1-yl)-3-(trifluoromethyl)phenyl)-1H-imidazo[4,5-c]quinoline-2(3H)-maleic acid